3-(2-Allyloxyethoxy)pyridine-4-carbonitrile C(C=C)OCCOC=1C=NC=CC1C#N